FC=1C(=C(C=C(C1)C(C)(C)OC)C(C(=O)O)N1C[C@@H](CC1)OCCCCCC1=NC=2NCCCC2C(=C1)OC)OC 2-(3-fluoro-2-methoxy-5-(2-methoxypropan-2-yl)phenyl)-2-((R)-3-((5-(4-methoxy-5,6,7,8-tetrahydro-1,8-naphthyridin-2-yl)pentyl)oxy)pyrrolidin-1-yl)acetic acid